Methyl 2-[(E)-3-(4,4,5,5-tetramethyl-1,3,2-dioxaborolan-2-yl)allyloxy]acetate CC1(OB(OC1(C)C)/C=C/COCC(=O)OC)C